NCCNC1=NC(=NC(=N1)NCCN)NCCC([Si](OC(=C)C)(OC(=C)C)OC(=C)C)[Si](OC(=C)C)(OC(=C)C)OC(=C)C 2,4-bis(2-aminoethyl)amino-6-bis(triisopropenoxysilyl)propylamino-1,3,5-triazine